3,6-dioxa-1,8-octanediylbis(3-(5-methoxy-2H-benzotriazol-2-yl)-4-hydroxyphenyl acetate) C(COCCOCCC(C(=O)[O-])C1=CC(=C(C=C1)O)N1N=C2C(=N1)C=CC(=C2)OC)C(C(=O)[O-])C2=CC(=C(C=C2)O)N2N=C1C(=N2)C=CC(=C1)OC